CC(=O)C12C3=C([C@@](C(=N3)CC4=C(C(=C(N4)CC5=C([C@](C(=N5)/C=C(\\N1)/[C@H]([C@]2(C)CC(=O)[O-])CCC(=O)[O-])(C)CC(=O)[O-])CCC(=O)[O-])CC(=O)[O-])CCC(=O)[O-])(C)CCC(=O)[O-])CC(=O)[O-] The molecule is octaanionic form of precorrin-4 arising from global deprotonation of the carboxy groups; major species at pH 7.3. It is a conjugate base of a precorrin-4.